O=C1C=CC(=NN1C1=CC=CC=C1)C(=O)N[C@H](C)C1=CC(=CC=C1)OC1=CC=CC=C1 6-oxo-N-[(1R)-1-(3-phenoxyphenyl)ethyl]-1-phenylpyridazine-3-carboxamide